C(CC(=O)OCC)(=O)OCC.O(CC)C=C ethoxyl ethylene diethyl malonate